4-hydroxy-6-(propylamino)pyrazolo[1,5-a]Pyridine-3-carbonitrile OC=1C=2N(C=C(C1)NCCC)N=CC2C#N